C(#N)C1=CC=C2C(=N1)NC=C2C2=NC(=NC=C2C(F)(F)F)N[C@H]2C1(CN(C1)C(=O)OC(C)(C)C)CC2 tert-butyl (R)-5-((4-(6-cyano-1H-pyrrolo[2,3-b]pyridin-3-yl)-5-(trifluoromethyl)pyrimidin-2-yl)amino)-2-azaspiro[3.3]heptane-2-carboxylate